6-tert-butyl-N-(4-tert-butyl-2-methylphenyl)benzofuran-2-amine C(C)(C)(C)C1=CC2=C(C=C(O2)NC2=C(C=C(C=C2)C(C)(C)C)C)C=C1